OC=1C=C(C=CC1O)C[C@H](C(OCC1=NC(=C(N=C1C)C)C)=O)OC(\C=C\C1=C(C(=C(C=C1)O)O)\C=C\C1=CC(=C(C=C1)O)O)=O (E)-((R)-3-(3,4-dihydroxyphenyl)-1-oxo-1-((3,5,6-trimethylpyrazin-2-yl)methoxy)propan-2-yl)3-(2-((E)-3,4-dihydroxystyryl)-3,4-dihydroxyphenyl)acrylate